O=C1NC(CCC1N1C(N(C2=C1C=CC(=C2)N2CCC(CC2)CC2CCN(CC2)CC2CCN(CC2)C(=O)OC(C)(C)C)C(C)C)=O)=O tert-butyl 4-[[4-[[1-[1-(2,6-dioxo-3-piperidyl)-3-isopropyl-2-oxo-benzimidazol-5-yl]-4-piperidyl]methyl]-1-piperidyl]methyl]piperidine-1-carboxylate